4-(hydroxymethyl)pyrrolidin-3-ol OCC1C(CNC1)O